C(C)(C)(C)NC(C(=O)C1=C(C(=C(N1C)C)C(=O)NC1=CC(=C(C=C1)F)C(N)=O)C)=O 5-(2-(tert-butylamino)-2-oxoacetyl)-N-(3-carbamoyl-4-fluorophenyl)-1,2,4-trimethyl-1H-pyrrole-3-carboxamide